{1,5,9-triazacyclododecane-1,5-diylbis[methylene(2-hydroxy-5-methyl-3,1-phenylene)carbonylazanediylmethylene]}bis(phosphonic acid) N1(CCCN(CCCNCCC1)CC=1C(=C(C=C(C1)C)C(=O)NCP(O)(O)=O)O)CC=1C(=C(C=C(C1)C)C(=O)NCP(O)(O)=O)O